CC1=C2C(=NC=C1)CC(C2)NCCCC2CN(C(O2)=O)C=2C=CC=1OCC(NC1N2)=O 6-[5-[3-[(4-methyl-6,7-dihydro-5H-cyclopenta[b]pyridin-6-yl)amino]propyl]-2-oxo-1,3-oxazolidin-3-yl]-4H-pyrido[3,2-b][1,4]oxazin-3-one